3-chloro-4,5-dimethyl-6,7,8,9-tetrahydropyrido[3',2':4,5]pyrrolo[1,2-a]pyrazine ClC1=C(C=2C(=C3N(CCNC3)C2N=C1)C)C